C(\C=C\C#N)#N fumaronitrile